The molecule is a heteropentacyclic compound that is the 9-methoxy derivative of alisiaquinone A. An antiplasmodial drug isolated from New Caledonian deep water sponge. It has a role as a metabolite and an antiplasmodial drug. It is an organic heteropentacyclic compound, a cyclic hemiketal and a member of p-quinones. It derives from an alisiaquinone A. C[C@]12CCC[C@]3([C@@H]1[C@](C(=O)C4=C3C=C5C(=C4)C(=O)C(=CC5=O)OC)(OC2)O)C